but-3-yne N-[6-[[(Z)-[(1-methyltetrazol-5-yl)-phenyl-methylene]amino]oxymethyl]-2-pyridyl]carbamate CN1N=NN=C1\C(\C1=CC=CC=C1)=N/OCC1=CC=CC(=N1)NC(O)=O.CCC#C